[Mn].[Cr].[Pt] platinum chromium manganese